(2R)-2-(6-{5-chloro-2-[(2-methyl-2H-1,2,3-triazol-4-yl)amino]pyridin-4-yl}-1-oxo-2,3-dihydro-1H-isoindol-2-yl)-N-[(1S)-2-hydroxy-1-(2-methoxypyridin-4-yl)ethyl]propanamide ClC=1C(=CC(=NC1)NC1=NN(N=C1)C)C1=CC=C2CN(C(C2=C1)=O)[C@@H](C(=O)N[C@H](CO)C1=CC(=NC=C1)OC)C